n-methyl-5-[4-[(3-oxo-2-propyl-4H-quinoxalin-6-yl)methyl]piperazin-1-yl]pyridine-2-carboxamide CNC(=O)C1=NC=C(C=C1)N1CCN(CC1)CC=1C=C2NC(C(=NC2=CC1)CCC)=O